((1R)-1-(1-((1R,4R,5S)-2-azabicyclo[2.1.1]hexan-5-yl)-8-(2-cyanoethyl)-7-(2,3-dichlorophenyl)-6-fluoro-4-methyl-1H-pyrrolo[3,2-c]quinolin-2-yl)ethyl)-N-methylcyclopropanecarboxamide [C@H]12NC[C@H]([C@@H]1N1C(=CC=3C(=NC=4C(=C(C(=CC4C31)CCC#N)C3=C(C(=CC=C3)Cl)Cl)F)C)[C@H](C)C3(CC3)C(=O)NC)C2